3-[[5-(4-chlorophenyl)-6-tetrahydropyran-4-yl-1H-pyrazolo[4,3-g]isoquinolin-8-yl]oxy]cyclobutanecarboxylic acid ClC1=CC=C(C=C1)C1=C(N=C(C2=CC3=C(C=C12)C=NN3)OC3CC(C3)C(=O)O)C3CCOCC3